FC(CN1C(=NC2=C1C=CC=1CCN(CC21)C(=O)OC)C2CCC(CC2)C(=O)O)(C2=CC=CC=C2)F (1r,4r)-4-[3-(2,2-difluoro-2-phenylethyl)-8-(methoxycarbonyl)-3H,6H,7H,8H,9H-imidazo[4,5-h]isoquinolin-2-yl]cyclohexane-1-carboxylic acid